CCC(CC)C1=NOC(=C1)NC(OC1=CC=CC=C1)=O phenyl (3-(pentan-3-yl)isoxazol-5-yl)carbamate